2-(6-{5-chloro-2-[(oxacyclohex-4-yl)amino]pyrimidin-4-yl}-1-oxo-2,3-dihydro-1H-isoindol-2-yl)-N-(1,2,3,4-tetrahydronaphthalen-2-yl)acetamide ClC=1C(=NC(=NC1)NC1CCOCC1)C1=CC=C2CN(C(C2=C1)=O)CC(=O)NC1CC2=CC=CC=C2CC1